2-(2-hydroxy-4-butoxyphenyl)-2H-benzotriazole OC1=C(C=CC(=C1)OCCCC)N1N=C2C(=N1)C=CC=C2